C1(=CC=CC=C1)N(C(C1=CC=CC=C1)=O)CC N-phenyl-N-ethyl-benzamide